5-bromo-2,2,6-trifluorobenzo[d][1,3]dioxole BrC1=CC2=C(OC(O2)(F)F)C=C1F